N-(4-(((tert-butyldimethylsilyl)oxy)methyl)phenyl)-6-(methoxy-d3)-3-nitropyridin-2-amine [Si](C)(C)(C(C)(C)C)OCC1=CC=C(C=C1)NC1=NC(=CC=C1[N+](=O)[O-])OC([2H])([2H])[2H]